2-(2-(trifluoromethyl)phenyl)-6,7-dihydrooxazolo[5,4-d]pyrrolo[1,2-a]pyrimidin-9(5H)-one FC(C1=C(C=CC=C1)C=1OC=2N=C3N(C(C2N1)=O)CCC3)(F)F